2-[2,2-bis(2-hydroxy-phenyl)-ethyl]-N,N-dimethylpiperidinium bromide [Br-].OC1=C(C=CC=C1)C(CC1[N+](CCCC1)(C)C)C1=C(C=CC=C1)O